CN(C=1C=C(C=CC1)C=1N=C(SC1)NC(=O)[C@H]1[C@H](C1)C1=CC(=C(C=C1)C)S(=O)(=O)C)C (1R,2S)-N-[4-[3-(dimethylamino)phenyl]thiazol-2-yl]-2-(4-methyl-3-methylsulfonyl-phenyl)cyclopropanecarboxamide